(S)-2-((6-(2-(3-(4-Acryloylpiperazin-1-yl)azetidin-1-yl)ethyl)-7-fluoro-1-methyl-2-oxo-1,2,3,4,5,6-hexahydrobenzo[b][1,4]diazocin-3-yl)amino)-6-methyl-4-(trifluoromethyl)nicotinonitril C(C=C)(=O)N1CCN(CC1)C1CN(C1)CCN1C2=C(N(C([C@H](CC1)NC1=C(C#N)C(=CC(=N1)C)C(F)(F)F)=O)C)C=CC=C2F